(3R,6S,9aS)-1-((E)-3-(5-hydroxybenzo[d]thiazol-2-yl)acryloyl)-8-((R)-1-(4-hydroxybutyl)pyrrolidin-3-yl)-3-isobutyl-6-neopentyltetrahydropyrazino[2,1-c][1,2,4]oxadiazine OC=1C=CC2=C(N=C(S2)/C=C/C(=O)N2O[C@@H](CN3C2=CN(C[C@@H]3CC(C)(C)C)[C@H]3CN(CC3)CCCCO)CC(C)C)C1